(4R)-4-ethyl-7,7-dimethyl-4-phenyl-1,6,8,9-tetrahydropyrazolo[3,4-b]quinolin-5-one C(C)[C@]1(C2=C(NC=3CC(CC(C13)=O)(C)C)NN=C2)C2=CC=CC=C2